FC1=C(C(=CC=C1)OC)N1N=C2C(=CC1=O)NN=C2C2=CC=C(C=C2)N2CCC(CC2)N2CCOCC2 5-(2-fluoro-6-methoxyphenyl)-3-(4-(4-morpholinopiperidin-1-yl)phenyl)-1H-pyrazolo[4,3-c]pyridazin-6(5H)-one